2-(4-benzyl-piperidine-1-yl)-N-phenyl-propionamide C(C1=CC=CC=C1)C1CCN(CC1)C(C(=O)NC1=CC=CC=C1)C